O1C(=CC=C1CCCCO)CCCCO 5-furandibutanol